(R,Z)-N-(4-((4-(benzo[d][1,3]dioxol-5-yloxy)-2-methoxy-5-methylphenyl)amino)-7-methoxyquinazolin-6-yl)-2-fluoro-3-(1-methylpyrrolidin-2-yl)acrylamide O1COC2=C1C=CC(=C2)OC2=CC(=C(C=C2C)NC2=NC=NC1=CC(=C(C=C21)NC(/C(=C/[C@@H]2N(CCC2)C)/F)=O)OC)OC